C(#N)CC(=O)C1=CC=C(NC=2C=CC=C3C=NC(=NC23)NC2=CC=C(C=C2)N2CCN(CC2)C(CC#N)=O)C=C1 8-(4-(2-cyanoacetyl)anilino)-N-(4-(4-(2-cyanoacetyl)piperazin-1-yl)phenyl)quinazolin-2-amine